OC1(CCN(CC1)C(=O)C1(CC1)C)CN1C=NC2=C(C1=O)C=CN2 3-((4-hydroxy-1-(1-methylcyclopropane-1-carbonyl)piperidin-4-yl)methyl)-3,7-dihydro-4H-pyrrolo[2,3-d]pyrimidin-4-one